(tert-butyl) 19-(2,5-dioxopyrrolidin-1-yl) nonadecanedioate C(CCCCCCCCCCCCCCCCCC(=O)ON1C(CCC1=O)=O)(=O)OC(C)(C)C